ClC1=C(N=C(N=N1)NC1=C(C=C2CCN(CC2=C1)C)OC)NC1=C(C=CC=C1)O ((6-chloro-3-((6-methoxy-2-methyl-1,2,3,4-tetrahydroisoquinolin-7-yl)amino)-1,2,4-triazin-5-yl)amino)phenol